(3S)-3-({1-cyclopentyl-5-[2-(trifluoromethyl)phenyl]-1H-pyrazol-3-yl}formamido)-5-(cyclopentylformamido)pentanoic acid C1(CCCC1)N1N=C(C=C1C1=C(C=CC=C1)C(F)(F)F)C(=O)N[C@H](CC(=O)O)CCNC(=O)C1CCCC1